C(C)(=O)C=1C(=NC=CN1)C1=CC=CC=C1 acetyl-phenylpyrazine